(6-bromo-5-chloropyridin-2-yl)(3,3-difluoro-4-hydroxy-1-azaspiro[4.4]nonan-1-yl)methanone BrC1=C(C=CC(=N1)C(=O)N1CC(C(C12CCCC2)O)(F)F)Cl